C[C@@H]1CN(C[C@H](N1)C)C=1SC2=NC=C(C=C2N1)C(F)(F)F (3R,5R)-3,5-dimethyl-1-[6-(trifluoromethyl)-[1,3]thiazolo[5,4-b]pyridin-2-yl]piperazine